P(=O)(OCCCCCCCC)(OCCCCCCCC)OCCCCCCCC tris-octyl phosphate